3-fluoro-2-(7-azaspiro[3.5]nonan-7-yl)aniline FC=1C(=C(N)C=CC1)N1CCC2(CCC2)CC1